ClC1=C(CSC2=NN=C3N2C(=CC(N3)=O)C)C(=CC=C1)F 3-[(2-chloro-6-fluorobenzyl)sulfanyl]-5-methyl[1,2,4]triazolo[4,3-a]pyrimidin-7(8H)-one